methyl 1-(5-nitro-1-(phenylsulfonyl)-1H-pyrrolo[2,3-b]pyridin-4-yl)cyclobutane-1-carboxylate [N+](=O)([O-])C=1C(=C2C(=NC1)N(C=C2)S(=O)(=O)C2=CC=CC=C2)C2(CCC2)C(=O)OC